C(CC(C)C)OC(C(=O)OCCC(C)C)C Isopentyl 2-isopentyloxypropanoate